lithium 2-methylpropan-2-olate CC(C)(C)[O-].[Li+]